N1(C=CC=C1)[C@H](C=O)C (S)-2-(1H-PYRROL-1-YL)PROPANAL